(2-hydroxyphenyl)acetamide OC1=C(C=CC=C1)CC(=O)N